1-methyl-2,3,4,9-tetrahydropyridino[3,4-b]indol CC1NCCC2=C1NC1=CC=CC=C21